3-(hydroxymethyl)-1H-indole-2-carboxylic acid OCC1=C(NC2=CC=CC=C12)C(=O)O